ClC=1C(=CC=2C(C3=CC=CC=C3C(C2C1)=O)=O)C 3-chloro-2-methylanthraquinone